C(#N)C1=CC=CC2=CC3=CC4=CC5=CC=CC=C5C=C4C=C3C=C12 cyanopentacene